1-cyano-N-methyl-N-(4-(3-(N-methylacetamido)phenyl)thiazol-2-yl)pyrrolidine-2-carboxamide C(#N)N1C(CCC1)C(=O)N(C=1SC=C(N1)C1=CC(=CC=C1)N(C(C)=O)C)C